1-(4-chlorophenoxy)propan-2-amine ClC1=CC=C(OCC(C)N)C=C1